4-[6-(2,4-difluoroanilino)pyrazin-2-yl]-4-ethyl-hexanoic acid FC1=C(NC2=CN=CC(=N2)C(CCC(=O)O)(CC)CC)C=CC(=C1)F